Cl.COC([C@H](CC1=CC=C(C=2N1C=CN2)C2=NC(=CN(C2=O)C)C)N)=O.FC2=C(C=CC=C2)C2=NC(=NC=C2C([2H])([2H])[2H])C(=O)N 4-(2-fluorophenyl)-5-(methyl-d3)Pyrimidine-2-carboxamide methyl-(S)-2-amino-3-(8-(4,6-dimethyl-3-oxo-3,4-dihydropyrazin-2-yl)imidazo[1,2-a]pyridin-5-yl)propanoate hydrochloride